FC1=C(C=C(C(=C1)C)C=1C=NC2=CC(=NC=C2C1)N(C)CC1=CC=C(C=C1)OC)NC(=O)C1=NC=CC(=C1)C(F)(F)F N-(2-fluoro-5-(7-((4-methoxybenzyl)(methyl)amino)-1,6-naphthyridin-3-yl)-4-methylphenyl)-4-(trifluoromethyl)pyridineamide